1,7-Bis(3,4,5-trimethoxyphenyl)-1,6-heptadiene COC=1C=C(C=C(C1OC)OC)C=CCCCC=CC1=CC(=C(C(=C1)OC)OC)OC